C(C)OC(=O)C=1N=NN(C1C)[C@H]1CN(CC1)C(=O)OC(C)(C)C 1-[(3R)-1-Boc-pyrrolidin-3-yl]-5-methyl-triazole-4-carboxylic acid ethyl ester